OC([C@H](N)C(=O)O)CC(N)=O 3-hydroxyglutaminic acid